FC(C(=O)O)(F)F.CC(CN)NCC=1C(=NNC1)C1CCC(CC1)N1CCOCC1 1-methyl-N1-((3-(4-morpholinocyclohexyl)-1H-pyrazol-4-yl)methyl)ethane-1,2-diamine trifluoroacetate